C(=O)(C=C)N(Br)C(=O)C=C bis-acryl-bromamine